C(=O)O.N1CC(C1)CN1CCC(CC1)C(=O)NC[C@@H](C)NC(C1=C(C=C(C=C1)NC=1C=2N(C=CN1)C(=CN2)C2=C(C(=C(C=C2)OC(F)F)F)F)CC)=O |r| rac-(R)-1-(azetidin-3-ylmethyl)-N-(2-(4-((3-(4-(difluoromethoxy)-2,3-difluorophenyl)imidazo[1,2-a]pyrazin-8-yl)amino)-2-ethylbenzamido)propyl)piperidine-4-carboxamide formate